racemic-3,3,4-trimethyl-2-oxetanone CC1(C(O[C@@H]1C)=O)C |r|